FC1=C2CCCC(C2=CC(=C1B1OC(C(O1)(C)C)(C)C)F)NC(OC(C)(C)C)=O tert-butyl (5,7-difluoro-6-(4,4,5,5-tetramethyl-1,3,2-dioxaborolan-2-yl)-1,2,3,4-tetrahydronaphthalen-1-yl)carbamate